ClC1=NC(=CC(=C1)C(=O)N1CCN(CC1)C1=CC=C(C=C1)O)N1CCOCC1 (2-Chloro-6-morpholino-4-pyridyl)-[4-(4-hydroxyphenyl)piperazin-1-yl]methanone